C1(=CC=CC=C1)C=1C(=C(C=CC1NC1=CC(=CC=C1)C)C1=CC=C(C=C1)NC1=CC(=CC=C1)C)C1=CC=CC=C1 diphenyl-N,N'-di(3-methylphenyl)-1,1'-biphenyl-4,4'-diamine